C[C@]12CC[C@@H](C([C@@H]1CC[C@@]3([C@@H]2CC=C4[C@]3(C[C@H]([C@@]5([C@H]4CC([C@H]([C@@H]5O)O)(C)C)CO)O)C)C)(C)C)O The molecule is a pentacyclic triterpenoid that is olean-12-ene substituted by hydroxy groups at positions 3, 16, 21, 22 and 28 (the 3beta,16alpha,21beta,22alpha stereoisomer). It has a role as a plant metabolite. It is a pentacyclic triterpenoid, a pentol and a sapogenin. It derives from a hydride of an oleanane.